(2-Fluoroethyl) (2,2,3,3,3-pentafluoro-n-propyl) ether FC(COCCF)(C(F)(F)F)F